C(CC)(=O)O.FC1=CC=C(C=C1)[C@@]1(CCOC2(CCCC2)C1)CCNCC1=C(C=CC=C1)C1=CC=NC=C1 (R)-2-(9-(4-fluorophenyl)-6-oxaspiro[4.5]decan-9-yl)-N-(2-(pyridin-4-yl)benzyl)ethanamine monopropionate